(6-bromopyrazin-2-yl)-7-cyclopropoxy-6-cyclopropylimidazo[1,2-b]pyridazine BrC1=CN=CC(=N1)C=1N=C2N(N=C(C(=C2)OC2CC2)C2CC2)C1